methyl trans-4-[[6-(oxetan-3-yloxy)pyrrolo[3,2-b]pyridin-1-yl]methyl]cyclohexanecarboxylate O1CC(C1)OC=1C=C2C(=NC1)C=CN2C[C@@H]2CC[C@H](CC2)C(=O)OC